2-amino-3-(N-methylsulfamoyl)benzoic acid NC1=C(C(=O)O)C=CC=C1S(NC)(=O)=O